C(CCCCCCC)C1=C(C(=CC(=C1)CC=C)OC)O octyl-eugenol